16-methyl-7,14-dioxa-4,10,19,20-tetraazatetracyclo[13.5.2.12,6.018,21]tricosa-1(20),2(23),3,5,15(22),16,18(21)-heptaen-9-one CC=1C=2OCCCNC(COC3=CN=CC(C4=NNC(C1)=C4C2)=C3)=O